tert-butyl 6-((3S,4s,5R)-4-(4-chloro-2,6-difluorophenyl)-4-hydroxy-3,5-dimethylpiperidin-1-yl)-2-azaspiro[3.3]heptane-2-carboxylate ClC1=CC(=C(C(=C1)F)C1([C@H](CN(C[C@H]1C)C1CC2(CN(C2)C(=O)OC(C)(C)C)C1)C)O)F